C(C)(C)(C)OC(=O)NC=1SC(=CN1)C[C@@H]1[C@H](N(C1=O)C(NC(C1=CC=CC=C1)C1=CC=CC=C1)=O)C(=O)OCC1=CC=CC=C1 benzyl (2S,3R)-3-({2-[(tert-Butoxycarbonyl) amino]-1,3-thiazol-5-yl} methyl)-1-[(diphenylmethyl) carbamoyl]-4-oxoazetidine-2-carboxylate